tert-Butyl 4-(4-aminobutyl)piperazine-1-carboxylate NCCCCN1CCN(CC1)C(=O)OC(C)(C)C